2,2-bis(4-hydroxy-3-phenylphenyl)propane tert-butyl-(8-carbamoyl-5-(3-fluoro-2-methylphenyl)-2,3,4,9-tetrahydro-1H-carbazol-3-yl)carbamate C(C)(C)(C)N(C(O)=O)C1CCC=2NC3=C(C=CC(=C3C2C1)C1=C(C(=CC=C1)F)C)C(N)=O.OC1=C(C=C(C=C1)C(C)(C)C1=CC(=C(C=C1)O)C1=CC=CC=C1)C1=CC=CC=C1